4-(5-Chlorofuran-2-yl)-1,3-bis(2,4-difluorophenyl)-5-methyl-N-((4,5,5-trimethylmorpholin-2-yl)methyl)-4,5-dihydro-1H-pyrazole-5-carboxamide ClC1=CC=C(O1)C1C(=NN(C1(C(=O)NCC1CN(C(CO1)(C)C)C)C)C1=C(C=C(C=C1)F)F)C1=C(C=C(C=C1)F)F